ethyl (Z)-4-((6-iodo-2,3-dihydro-1H-inden-5-yl)amino)but-2-enoate IC1=C(C=C2CCCC2=C1)NC\C=C/C(=O)OCC